3-methoxycatechol-sulfate S(=O)(=O)(O)O.COC1=C(C(O)=CC=C1)O